3-[5-(2-propanyl)-1-cyclohexen-1-yl]propanal CC(C)C1CCC=C(C1)CCC=O